C(#N)C1=C(N=C2N(C1=O)C=C(C=C2[C@@H](C)NC2=C(C(=O)O)C=CC=C2)F)N2CC1=CC=CC=C1C2 (R)-2-((1-(3-cyano-7-fluoro-2-(isoindolin-2-yl)-4-oxo-4H-pyrido[1,2-a]pyrimidin-9-yl)ethyl)amino)benzoic acid